CN(S(=O)(=O)C1=CC=C(C=C1)S(=O)(=O)NC1=C(C=CC=C1)N1CCC(CC1)C(=O)OCC)C ethyl 1-(2-(4-(N,N-dimethylsulfamoyl)phenylsulfonamido)phenyl)piperidine-4-carboxylate